C(C)OC[C@@]1(NC2=C(NC1=O)C=NC1=C2C=CN1)C (S)-2-(ethoxymethyl)-2-methyl-1,2,4,7-Tetrahydro-3H-pyrrolo[3',2':5,6]pyrido[3,4-b]pyrazin-3-one